ClC=1C=C(C=CC1F)N1C(CC[C@H]1C1=NC2=C(N1C1CCC(CC1)O)C=CC(=C2)C=2C(=NOC2C)C)=O (S)-1-(3-chloro-4-fluorophenyl)-5-(5-(3,5-dimethylisoxazol-4-yl)-1-((1r,4S)-4-hydroxycyclohexyl)-1H-benzo[d]imidazol-2-yl)pyrrolidin-2-one